IC1=C(C=C(OCC(=O)O)C=C1)[N+](=O)[O-] 4-iodo-3-nitrophenoxyacetic acid